6-amino-5-[(2-chloro-5-fluorophenyl)carbonyl]-1-(2,2-difluoroethyl)-2-methylbenzo[d]imidazole-4-carbonitrile NC=1C(=C(C2=C(N(C(=N2)C)CC(F)F)C1)C#N)C(=O)C1=C(C=CC(=C1)F)Cl